BrC=1C=C(C=CC1)S(=O)(=O)N1CCN(CC1)C[C@H](C)NC=1C2=C(N=CN1)C(=CS2)C N-[(2S)-1-[4-(3-bromobenzenesulfonyl)piperazin-1-yl]propan-2-yl]-7-methylthieno[3,2-d]pyrimidin-4-amine